ClC=1C=NN(C1C1=NN2C(C(CCCC2)NC2=CC=C(C=C2)C=2N(C=C(N2)C(F)(F)F)CC)=C1)C(C)C 2-(4-chloro-1-isopropyl-1H-pyrazol-5-yl)-N-(4-(1-ethyl-4-(trifluoromethyl)-1H-imidazol-2-yl)phenyl)-5,6,7,8-tetrahydro-4H-pyrazolo[1,5-a]azepin-4-amine